(2S,4R)-1-(2-(3-acetyl-5-(2-methylpyrimidin-5-yl)-1H-indazol-1-yl)acetyl)-N-(2'-chloro-2-fluoro-5'-(N-methylsulfamoyl)-[1,1'-biphenyl]-3-yl)-4-fluoropyrrolidine-2-carboxamide C(C)(=O)C1=NN(C2=CC=C(C=C12)C=1C=NC(=NC1)C)CC(=O)N1[C@@H](C[C@H](C1)F)C(=O)NC=1C(=C(C=CC1)C1=C(C=CC(=C1)S(NC)(=O)=O)Cl)F